C(C)(=O)C1=NN(C2=CC=C(C=C12)C=1C=CC=2N(C1)N=C(N2)C)CC(=O)N2[C@@H](C[C@H](C2)F)C(=O)NC2=NC(=CN=C2)Br (2S,4R)-1-(2-(3-acetyl-5-(2-methyl-[1,2,4]triazolo[1,5-a]pyridin-6-yl)-1H-indazol-1-yl)acetyl)-N-(6-bromopyrazin-2-yl)-4-fluoropyrrolidine-2-carboxamide